BrC1=CC=C(C=2N=NSC21)C2=CC=C(N(C1=CC=CC=C1)C1=CC=CC=C1)C=C2 4-(7-bromobenzothiadiazole-4-yl)-N,N-diphenylaniline